BrC=1C=CC(=C(C(=O)OC(C)(C)C)C1)OC(F)(F)F tert-Butyl 5-bromo-2-(trifluoromethoxy)benzoate